N=1C(CC=CC1)=O 2,3-dihydropyridinone